N/C(/NC)=N/C1=NC=C(C(=O)N(CC2=NC=C(C=C2)C(F)(F)F)C(C)C=2C=C(C=CC2)C)C=C1 (Z)-6-((amino(methylamino)methylene)amino)-N-(1-(m-tolyl)ethyl)-N-((5-(trifluoromethyl)pyridin-2-yl)methyl)nicotinamide